FC=1C=C2CNC(C2=CC1[N+](=O)[O-])=O 5-fluoro-6-nitroisoindolin-1-one